tert-butyl-(S)-(1-((3-chloro-5-(4-methoxybenzyl)-4,5,6,7-tetrahydropyrazolo[1,5-a]pyrazin-2-yl) methoxy) propan-2-yl) carbamate C(N)(O[C@H](COCC1=NN2C(CN(CC2)CC2=CC=C(C=C2)OC)=C1Cl)CC(C)(C)C)=O